Cl.[C@H]12CNC[C@@H]2C1C(=O)C1CC1 ((1R,5S,6r)-3-Azabicyclo[3.1.0]hexan-6-yl)(cyclopropyl)methanone hydrochloride